C1(CC1)C1=NC=NC(=C1C1=NC=C2C(=N1)N(S(C21CC1)(=O)=O)CC1=CC=C(C=C1)C1=NNC(C=C1)=O)OC 3-[4-[[6'-(4-cyclopropyl-6-methoxy-pyrimidin-5-yl)-2',2'-dioxo-spiro[cyclopropane-1,3'-isothiazolo[3,4-d]pyrimidine]-1'-yl]methyl]phenyl]-1H-pyridazin-6-one